BrCCCCCCCCCCCO[Si](C(C)C)(C(C)C)C(C)C 1-bromo-11-triisopropylsiloxyundecane